N[C@]1(CN(CCC1)C=1C=NC(=CC1CN1C2=NC=NC(=C2N=C1)N)C1=C(C=C(C=C1)F)C(F)F)[C@H](C(F)F)O (R)-1-((R)-3-amino-1-(4-((6-amino-9H-purin-9-yl)methyl)-6-(2-(difluoromethyl)-4-fluorophenyl)pyridin-3-yl)piperidin-3-yl)-2,2-difluoroethan-1-ol